1-tridecylether C(CCCCCCCCCCCC)OCCCCCCCCCCCCC